C(C)N1N=CC(=C1)C1=CC=CC(=N1)C(=O)NC=1C(=NC=C(C1)N1C[C@@H]([C@H](C1)OC)C(C)(C)O)C(F)(F)F 6-(1-ethyl-1H-pyrazol-4-yl)-N-(5-((3S,4R)-3-(2-hydroxypropan-2-yl)-4-methoxypyrrolidin-1-yl)-2-(trifluoromethyl)pyridin-3-yl)picolinamide